OC1CC(CC1O)N1C=NC=C1C(=O)N (3,4-dihydroxycyclopentyl)-1H-imidazole-5-carboxamide